FC=1C=C2CCOC(C2=CC1COC1=CC2=C(C=N1)C1C(C2)C1C(=O)O)C1=C(C=CC=C1)C(F)(F)F 3-((6-fluoro-1-(2-(trifluoromethyl)phenyl)isochroman-7-yl)methoxy)-5,5a,6,6a-tetrahydrocyclopropa[4,5]cyclopenta[1,2-c]pyridine-6-carboxylic acid